C(C=C)(=O)OCCC[Si](OC)(OC)OC 3-acryloyloxypropyltrimethoxysilane